Sodium (2S,5R)-2-(N-(4-aminothiazole-2-carbonyl)carbamimidoyl)-7-oxo-1,6-diazabicyclo[3.2.1]octan-6-yl Sulfate S(=O)(=O)(ON1[C@@H]2CC[C@H](N(C1=O)C2)C(NC(=O)C=2SC=C(N2)N)=N)[O-].[Na+]